alloxysulfite C(C=C)OS(=O)([O-])[O-]